N-ethyl-10-fluoro-N-[3-fluoro-5-(4,4,4-trifluoro-3,3-dimethyl-but-1-ynyl)phenyl]-2,4,5,7,12-pentazatricyclo[7.4.0.02,6]trideca-1(13),3,5,7,9,11-hexaen-8-amine C(C)N(C1=NC2=NN=CN2C2=CN=CC(=C12)F)C1=CC(=CC(=C1)C#CC(C(F)(F)F)(C)C)F